N-(5-(1,1-difluoroethyl)-4-((2-methoxy-3-(2-methyl-2H-1,2,3-triazol-4-yl)phenyl)amino)pyridin-2-yl)cyclopropanecarboxamide FC(C)(F)C=1C(=CC(=NC1)NC(=O)C1CC1)NC1=C(C(=CC=C1)C1=NN(N=C1)C)OC